tert-butyl 5-methoxy-4-((2-(4-(methoxycarbonyl)phenyl)-4-(2,2,2-trifluoroethyl)piperazin-1-yl)methyl)-7-methyl-1H-indole-1-carboxylate COC=1C(=C2C=CN(C2=C(C1)C)C(=O)OC(C)(C)C)CN1C(CN(CC1)CC(F)(F)F)C1=CC=C(C=C1)C(=O)OC